6-bromo-2,3,4,5-tetrahydro-1H-pyrido[4,3-b]indole hydrochloric Acid Salt Cl.BrC1=CC=CC=2C3=C(NC12)CCNC3